FC1=C(C(=CC=C1)C)C1=CC(=C2C=C(N=CC2=C1)N)O[C@H]1CNCC1 7-(2-fluoro-6-methyl-phenyl)-5-[(3R)-pyrrolidin-3-yl]oxy-isoquinolin-3-amine